1-[6-[5-[5-hydroxy-2-(trifluoromethyl)phenyl]-1-methyl-4-(1-methylindazol-5-yl)imidazol-2-yl]-2-azaspiro[3.3]heptan-2-yl]prop-2-en-1-one OC=1C=CC(=C(C1)C1=C(N=C(N1C)C1CC2(CN(C2)C(C=C)=O)C1)C=1C=C2C=NN(C2=CC1)C)C(F)(F)F